C(C=1C(C(=O)OCCCC)=CC=CC1)(=O)OCCCC phthalic acid, dibutyl ester